3-cyclopropyl-1-(1H-pyrazole-4-sulfonyl)-1,2,4-triazole C1(CC1)C1=NN(C=N1)S(=O)(=O)C=1C=NNC1